ClC1=CC=C(C=C1)\N=C\C1=C(C=CC(=C1)[N+](=O)[O-])O 2-{(E)-[(4-chlorophenyl)imino]methyl}-4-nitrophenol